ClC1=C(C(N(C(N1CC#CC=1C=C2CCC(NC2=CC1)=O)=O)C)=O)NC(CCC1=CC=C(C=C1)C)=O N-(6-chloro-3-methyl-2,4-dioxo-1-(3-(2-oxo-1,2,3,4-tetrahydroquinolin-6-yl)prop-2-yn-1-yl)-1,2,3,4-tetrahydropyrimidin-5-yl)-3-(p-tolyl)propanamide